1-((2R,4S)-4-(4-amino-3-((2-(azetidin-1-yl)-4,6-difluorobenzo[d]thiazol-5-yl)ethynyl)-1H-pyrazolo[3,4-d]pyrimidin-1-yl)-2-(methoxy-methyl)pyrrolidin-1-yl)prop-2-en-1-one NC1=C2C(=NC=N1)N(N=C2C#CC=2C(=CC1=C(N=C(S1)N1CCC1)C2F)F)[C@H]2C[C@@H](N(C2)C(C=C)=O)COC